7-[1-[[4-(Aminomethyl)cyclohexanecarbonyl]amino]ethyl]-3-[3-fluoro-4-(methylsulfonylmethyl)phenyl]-1H-indole-2-carboxylic acid NCC1CCC(CC1)C(=O)NC(C)C=1C=CC=C2C(=C(NC12)C(=O)O)C1=CC(=C(C=C1)CS(=O)(=O)C)F